[W].[Cr].[Mo].C(N)(=O)CNCC(=O)O N-(carbamylmethyl)glycine molybdenum-chromium-tungsten